6,7-dichloro-10-(1H-pyrazol-4-yl)-1,2,3,4-tetrahydropyrazino[1,2-a]indol-9-amine hydrochloride Cl.ClC1=C(C=C(C=2C(=C3N(C12)CCNC3)C=3C=NNC3)N)Cl